C(C)(C)(C)OC(NC1CC2(CS(C2)(=O)=O)C1)=O (2,2-dioxo-2-thiaspiro[3.3]heptan-6-yl)carbamic acid tert-butyl ester